2-amino-N-{(3S,4R)-4-[(4-{1-[1-(2-hydroxyethyl)piperidin-4-yl]-1H-indol-5-yl}phenyl)methoxy]oxolan-3-yl}-5-(trifluoromethyl)pyridine-3-carboxamide NC1=NC=C(C=C1C(=O)N[C@H]1COC[C@@H]1OCC1=CC=C(C=C1)C=1C=C2C=CN(C2=CC1)C1CCN(CC1)CCO)C(F)(F)F